(R)-N-(3-(cyclopentylsulfonyl)phenyl)-2-(6-azaspiro[2.5]oct-6-yl)-6-((tetrahydrofuran-3-yl)amino)nicotinamide C1(CCCC1)S(=O)(=O)C=1C=C(C=CC1)NC(C1=C(N=C(C=C1)N[C@H]1COCC1)N1CCC2(CC2)CC1)=O